OC1=NC=CC=C1C1=CN2C(S1)=C(C=N2)C(=O)N 2-(2-hydroxypyridin-3-yl)pyrazolo[5,1-b]thiazole-7-carboxamide